N-(5-((5-chloropyridin-2-yl)methoxy)-1,3,4-thiadiazol-2-yl)-1-phenyl-1H-1,2,3-triazole-5-carboxamide ClC=1C=CC(=NC1)COC1=NN=C(S1)NC(=O)C1=CN=NN1C1=CC=CC=C1